[I-].C(C([2H])([2H])[2H])([N+]1=CN(C=C1)C1=NC(=CC(=C1)C1=C(C=C(C=C1C(C)C)C(C)C)C(C)C)C1=CC=C(C=C1)F)([2H])[2H] 3-(ethyl-d5)-1-(6-(4-fluorophenyl)-4-(2,4,6-triisopropylphenyl)pyridin-2-yl)-1H-imidazol-3-ium iodide